tert-butyl 6-methyl-8-phenoxy-1,4,5,6-tetrahydroazepino[4,5-b]indole-3(2H)-carboxylate CN1C2=C(C=3C=CC(=CC13)OC1=CC=CC=C1)CCN(CC2)C(=O)OC(C)(C)C